COC=1C=CC(=NC1)COC=1C=CC2=C(N=C(O2)N2CCC=3C=CC=NC3C2)C1 7-{5-[(5-methoxypyridin-2-yl)methoxy]-1,3-benzoxazol-2-yl}-5,6,7,8-tetrahydro-1,7-naphthyridine